CN(C=1C(=C(C=CC1)CNC(=O)C(=O)NCC1=NC=CC=C1)C)C [3-(dimethylamino)-2-methyl-phenyl-methyl]-N'-(2-pyridylmethyl)oxamide